3-Methoxy-4-(dimethylamino)-benzaldehyde COC=1C=C(C=O)C=CC1N(C)C